C(#N)C1=NN(C(=C1)C)C1=NC(=CC=C1C#N)N1C=NC2=C1C=CC(=C2)NC=2N=NC(=CC2)C 2-(3-cyano-5-methyl-pyrazol-1-yl)-6-[5-[(6-methylpyridazin-3-yl)amino]benzimidazol-1-yl]pyridine-3-carbonitrile